C(CCCCCCCCCCC)OC1=C(C(=C(C=C1)S(=O)(=O)C=1C=NC2=CC=C(C=C2C1N1CCC(CC1)N1CCC(CC1)N1CCN(CC1)C(C)C)S(=O)C)F)F 3-((4-(dodecyloxy)-2,3-difluorophenyl)sulfonyl)-4-(4-(4-isopropylpiperazin-1-yl)-[1,4'-bipiperidin]-1'-yl)-6-(methylsulfinyl)quinoline